FC(C1=NN=C(O1)C=1C=C(C(=NC1)CN1N=NC(=C1)C=1C=C(C=CC1)N1CCN(CC1)C(=O)OC(C)(C)C)F)F tert-butyl 4-(3-(1-((5-(5-(difluoromethyl)-1,3,4-oxadiazol-2-yl)-3-fluoropyridin-2-yl)methyl)-1H-1,2,3-triazol-4-yl)phenyl)piperazin-1-carboxylate